lithium isopropyl cyanate C(C)(C)OC#N.[Li]